C(C)OC(=O)C=1C(=NN2C1O[C@@H](CC2)C)C=2C=NC(=CC2)N2[C@@H]1CO[C@H](C2)C1 (5R)-5-methyl-2-[6-[(1S,4S)-2-oxa-5-azabicyclo[2.2.1]hept-5-yl]pyridin-3-yl]-6,7-dihydro-5H-pyrazolo[5,1-b][1,3]oxazine-3-carboxylic acid ethyl ester